N(=O)C1=CC=C2C(=NC=3N(C2=C1)C=NN3)N 8-nitroso-[1,2,4]triazolo[4,3-a]quinazolin-5-amine